C(CC(C)C)NC(=O)C1=CSC=C1 N-isopentylthiophene-3-carboxamide